N-(2-azidopropyl)-7-nitrobenzo[c][1,2,5]oxadiazol-4-amine N(=[N+]=[N-])C(CNC1=CC=C(C2=NON=C21)[N+](=O)[O-])C